4-ethyl-2-methylhexa-2,3-diene C(C)C(=C=C(C)C)CC